(S)-2-(4-(6-((5-(4-chlorophenyl)thiazol-2-yl)methoxy)pyridin-2-yl)-2,5-difluorobenzyl)-1-(oxetan-2-ylmethyl)-1H-benzo[d]imidazole-6-carboxylic acid ClC1=CC=C(C=C1)C1=CN=C(S1)COC1=CC=CC(=N1)C1=CC(=C(CC2=NC3=C(N2C[C@H]2OCC2)C=C(C=C3)C(=O)O)C=C1F)F